N-(3-fluoro-5-sulfamoyl-phenyl)-2-(1-piperidyl)-5-(tri-fluoromethyl)-pyridine-3-carboxamide FC=1C=C(C=C(C1)S(N)(=O)=O)NC(=O)C=1C(=NC=C(C1)C(F)(F)F)N1CCCCC1